(2-((2-((3-amino-4-(9-(dimethylamino)-3-azaspiro[5.5]undec-3-yl)phenyl)amino)-5-chloropyrimidin-4-yl)amino)phenyl)dimethylphosphine NC=1C=C(C=CC1N1CCC2(CC1)CCC(CC2)N(C)C)NC2=NC=C(C(=N2)NC2=C(C=CC=C2)P(C)C)Cl